FC1=CC(=C2C3=C(NC2=C1)C(=NC(=C3)C(=O)O)C3=CC=C(C=C3)N(S(=O)(=O)C3=CC=CC=C3)C)C 7-fluoro-5-methyl-1-(4-(N-methylphenylsulfonamido)phenyl)-9H-pyrido[3,4-b]indole-3-carboxylic acid